Benzyl-(phenyl)phosphorus oxide C(C1=CC=CC=C1)[P](C1=CC=CC=C1)=O